NC=1N=C(C=C2C=C(N=CC12)NC(=O)[C@H]1[C@@H](C1)CC#N)C=1C=NC=CC1C trans-N-[8-amino-6-(4-methyl-3-pyridyl)-2,7-naphthyridin-3-yl]-2-(cyanomethyl)cyclopropanecarboxamide